ClC1=CC=C(CN2N=C3C4=C(CCC3=C2)OC(=C4C)C(=O)NCCCOC(C)C)C=C1 2-(4-chlorobenzyl)-N-(3-isopropoxypropyl)-8-methyl-4,5-dihydro-2H-furo[2,3-g]indazole-7-carboxamide